N1C=CC=2C1=NC=CC2SC2=CN=C(N(C2=O)C)N2CCC1([C@@H]([C@@H](OC1)C)N[S@](=O)C(C)(C)C)CC2 (R)-N-((3S,4S)-8-(5-((1H-pyrrolo[2,3-b]pyridin-4-yl)thio)-1-methyl-6-oxo-1,6-dihydropyrimidin-2-yl)-3-methyl-2-oxa-8-azaspiro[4.5]decan-4-yl)-2-methylpropane-2-sulfinamide